ClC=1C(=NC=C(C1[C@@H](C)OC=1C=C2C(=NNC2=CC1)C1=CC2=C(OC3(CCN(CC3)CC(F)F)OC2)C=C1)Cl)C 6-[5-[(1R)-1-(3,5-dichloro-2-methyl-4-pyridyl)ethoxy]-1H-indazol-3-yl]-1'-(2,2-difluoroethyl)spiro[4H-1,3-benzodioxine-2,4'-piperidine]